ClC1=C(C=CC(=C1)C)N(C=1C=C(C=CC1)C1(CC1)N1CCN(CC1)CC1=NC2=C(N1C[C@H]1OCC1)C=C(C=C2)C(=O)OC)C Methyl (S)-2-((4-(1-(3-((2-chloro-4-methylphenyl)(methyl)amino)phenyl)cyclopropyl)piperazin-1-yl)methyl)-1-(oxetan-2-ylmethyl)-1H-benzo[d]imidazole-6-carboxylate